((Propane-1,3-diylbis(oxy))bis(2-amino-5-methoxy-4,1-phenylene))bis(((S)-2-(((tert-butyldimethylsilyl)oxy)methyl)-4-methylenepyrrolidin-1-yl)methanone) C(CCOC1=CC(=C(C=C1OC)C(=O)N1[C@@H](CC(C1)=C)CO[Si](C)(C)C(C)(C)C)N)OC1=CC(=C(C=C1OC)C(=O)N1[C@@H](CC(C1)=C)CO[Si](C)(C)C(C)(C)C)N